3-[4-[4-(4-bromophenyl)-1-piperidyl]-3-fluoro-anilino]piperidine-2,6-dione BrC1=CC=C(C=C1)C1CCN(CC1)C1=C(C=C(NC2C(NC(CC2)=O)=O)C=C1)F